[C@H]12COC[C@@H]2C1NC(=O)C=1C=C(C2=C(C(CO2)C2=CC(=CC=C2)C#N)C1)C(=O)NC (+/-)-N5-((1R,5S,6r)-3-Oxabicyclo[3.1.0]hexan-6-yl)-3-(3-cyanophenyl)-N7-methyl-2,3-dihydrobenzofuran-5,7-dicarboxamid